S(N)(=O)(=O)C1=NN=C(S1)NC(C)=O N-[5-(sulfamoyl)-1,3,4-thiadiazole-2-yl]acetamide